COC=1C=C(C=CC1OC)N[C@@H](C)C(=O)O (3,4-dimethoxyphenyl)-L-alanine